6-bromo-1-(methoxymethyl)-1a,6b-dihydro-1H-cyclopropa[b]benzofuran-3-amine BrC1=CC=C(C2=C1C1C(O2)C1COC)N